(E)-3-acetoxy-2,2,4-trimethylpentane C(C)(=O)OC(C(C)(C)C)C(C)C